1-(13Z,16Z-docosadienoyl)-2-(5Z,8Z,11Z,14Z,17Z-eicosapentaenoyl)-glycero-3-phospho-(1'-sn-glycerol) CCCCC/C=C\C/C=C\CCCCCCCCCCCC(=O)OC[C@H](COP(=O)(O)OC[C@H](CO)O)OC(=O)CCC/C=C\C/C=C\C/C=C\C/C=C\C/C=C\CC